FC=1C(=NC(=NC1)N1CCC(CC1)(C(=O)N1CCOC2=C(C1)C=NC=C2C#N)OC)OC 4-[1-(5-fluoro-4-methoxy-pyrimidin-2-yl)-4-methoxy-piperidine-4-carbonyl]-3,5-dihydro-2H-pyrido[3,4-f][1,4]oxazepine-9-carbonitrile